(±)-N-(4-(4-(3-Chloro-5-ethyl-2-methoxyphenyl)piperazin-1-yl)-3-hydroxybutyl)-1H-indole-2-carboxamide ClC=1C(=C(C=C(C1)CC)N1CCN(CC1)C[C@@H](CCNC(=O)C=1NC2=CC=CC=C2C1)O)OC |r|